2-[4-(2-amino-1,6-dimethyl-benzimidazol-4-yl)-2-methyl-pyrazol-3-yl]benzonitrile hydrochloride Cl.NC1=NC2=C(N1C)C=C(C=C2C2=C(N(N=C2)C)C2=C(C#N)C=CC=C2)C